CC(CC(=O)NC(C(=O)O)CCN(CCCCC1=NC=2NCCCC2C=C1)CCOC(C)C)(CC)C 2-(3,3-dimethylpentanoylamino)-4-[2-isopropoxyethyl-[4-(5,6,7,8-tetrahydro-1,8-naphthyridin-2-yl)butyl]amino]butanoic acid